CC1=NN2C(C(=CC(=C2)CC2CCC(CC2)(C(=O)O)C)C)=N1 cis-4-[(2,8-dimethyl-[1,2,4]triazolo[1,5-a]pyridin-6-yl)methyl]-1-methyl-cyclohexanecarboxylic acid